C(CCC)O[Hf](OCCCC)(OCCCC)OCCCC tetrabutoxyhafnium(IV)